(R)-5-(1-(3,5-dichloropyridin-4-yl)ethoxy)-N-(1-((1-ethylpiperidin-4-yl)methyl)-1H-pyrazol-4-yl)-1H-indazole-3-carboxamide ClC=1C=NC=C(C1[C@@H](C)OC=1C=C2C(=NNC2=CC1)C(=O)NC=1C=NN(C1)CC1CCN(CC1)CC)Cl